NCCOB(C1C=CC=CC=1)C1C=CC=CC=1 2-aminoethoxydiphenyl borate